C1(CC1)S(=O)(=O)C1(CC1)CN1C(C2=C(CC1)C(=NN2CC2(CC2)CO)C(=O)OCC)=O ethyl 6-((1-(cyclopropylsulfonyl)cyclopropyl)methyl)-1-((1-(hydroxymethyl)cyclopropyl)methyl)-7-oxo-4,5,6,7-tetrahydro-1H-pyrazolo[3,4-c]pyridine-3-carboxylate